N1N=NN=C1C1=NC=CN=C1 2-(1H-tetrazol-5-yl)pyrazine